7-cyclopropyl-N-[6-(2,2-difluoroethoxy)-5-fluoro-2-methoxy-3-pyridyl]imidazo[1,2-a]pyridine-3-sulfonamide C1(CC1)C1=CC=2N(C=C1)C(=CN2)S(=O)(=O)NC=2C(=NC(=C(C2)F)OCC(F)F)OC